2-(2-methoxyphenyl)-2-(4-(trifluoromethyl)pyridin-2-yl)acetonitrile COC1=C(C=CC=C1)C(C#N)C1=NC=CC(=C1)C(F)(F)F